1-(2-hydroxyethyl)-2-(heptadecenyl)-imidazole OCCN1C(=NC=C1)C=CCCCCCCCCCCCCCCC